N-((S)-5-methyl-4-oxo-2,3-dihydro-1,5-benzoxazepin-3-yl)-6-phenyl-4,5,6,7-tetrahydro-1H-indazole-3-carboxamide CN1C([C@H](COC2=C1C=CC=C2)NC(=O)C2=NNC=1CC(CCC21)C2=CC=CC=C2)=O